O=C(COC1=C2C(NC(C2=CC=C1)=O)=O)C=1C=C(C=CC1)C (2-oxo-2-(m-tolyl)ethoxy)isoindole-1,3-dione